1-(4-(3-amino-1H-indazol-5-yl)pyridin-2-yl)-3-(2-hydroxyethyl)urea NC1=NNC2=CC=C(C=C12)C1=CC(=NC=C1)NC(=O)NCCO